ClC1=CC=C(S1)COC1=C(C(=NN1)C1CNCC1)C 5-[(5-Chlorothiophen-2-yl)methoxy]-4-methyl-3-(pyrrolidin-3-yl)-1H-pyrazol